1-[5-[[5-chloro-4-(1-cyclopentylpyrazol-4-yl)pyrimidin-2-yl]amino]-3-pyridyl]pyrrolidin-2-one ClC=1C(=NC(=NC1)NC=1C=C(C=NC1)N1C(CCC1)=O)C=1C=NN(C1)C1CCCC1